5-CHLORO-2-OXO-1,2-DIHYDRO-3H-INDOL ClC=1C=C2CC(NC2=CC1)=O